[Si](C)(C)(C(C)(C)C)OCC[C@H](CO)NC(OC(C)(C)C)=O tert-butyl [(2R)-4-{[tert-butyl(dimethyl)silyl]oxy}-1-hydroxybutan-2-yl]carbamate